[SiH3]NC[C@H](O)[C@@H](O)[C@H](O)[C@H](O)CO silyl-D-glucamine